methyl 3-(9-((4-(((tert-butoxycarbonyl)amino)methyl)phenyl)carbamoyl)-4,5-dihydrobenzo[b]thieno[2,3-d]oxepin-8-yl)-6-(piperidin-1-yl)picolinate C(C)(C)(C)OC(=O)NCC1=CC=C(C=C1)NC(=O)C1=CC2=C(OCCC3=C2SC=C3)C=C1C=1C(=NC(=CC1)N1CCCCC1)C(=O)OC